Ethyl 6-(4-{7'-[(1R,3R)-3-(oxan-2-yloxy)cyclohexyl]-6'-oxospiro[cyclopropane-1,5'-pyrrolo[2,3-d]pyrimidin]-2'-ylamino}piperidin-1-ylsulfonyl)pyridine-2-carboxylate O1C(CCCC1)O[C@H]1C[C@@H](CCC1)N1C(C2(C3=C1N=C(N=C3)NC3CCN(CC3)S(=O)(=O)C3=CC=CC(=N3)C(=O)OCC)CC2)=O